(3S)-3-amino-N-cyclopropyl-2-hydroxy-4-((3R,5R)-5-methyl-2-oxopyrrolidin-3-yl)butanamide N[C@H](C(C(=O)NC1CC1)O)C[C@H]1C(N[C@@H](C1)C)=O